COCCOCC12CNCC(CC1)N2 1-((2-methoxyethoxy)methyl)-3,8-diazabicyclo[3.2.1]octan